3-bromo-5-cyano-4-(2-hydroxypropan-2-yl)benzamide BrC=1C=C(C(=O)N)C=C(C1C(C)(C)O)C#N